7-bromo-N-(5-(2-(4,4-dimethylpiperidin-1-yl)acetamido)-2-methylpyridin-3-yl)-[1,2,4]triazolo[4,3-a]pyridine-3-carboxamide BrC1=CC=2N(C=C1)C(=NN2)C(=O)NC=2C(=NC=C(C2)NC(CN2CCC(CC2)(C)C)=O)C